C12OCC(CC1)(CC2)CO[C@@H]([C@@H](C(N2CCN(CC2)CC2=CC=C(C=C2)C(F)(F)F)=O)NC(OCC2=CC=C(C=C2)[N+](=O)[O-])=O)C 4-nitrobenzyl ((2S,3R)-3-((2-oxabicyclo[2.2.2]octan-4-yl)methoxy)-1-oxo-1-(4-(4-(trifluoromethyl) benzyl)piperazin-1-yl)butan-2-yl)carbamate